CO[C@@H](CN(CC[C@@H](C(=O)O)NC1=NC2=C(N1C)C=CC=C2)CCCCC2=NC=1NCCCC1C=C2)C (S)-4-(((R)-2-methoxypropyl)(4-(5,6,7,8-tetrahydro-1,8-naphthyridin-2-yl)butyl)amino)-2-((1-methyl-1H-benzo[d]imidazol-2-yl)amino)butanoic acid